5-(perfluorophenyl)picolinaldehyde FC1=C(C(=C(C(=C1F)F)F)F)C=1C=CC(=NC1)C=O